C(C)OC1=CC(CCC1)=O 3-ethoxy-2-cyclohexen-1-one